CC(C1=CC=CC=C1)N alpha-methyl-benzylamine